tert-Butyl 5-((6,7,8,9-tetrahydro-5H-[1,2,4]triazolo[4,3-a]azepin-3-yl)methylamino)-1H-indol-1-carboxylate N=1N=C(N2C1CCCCC2)CNC=2C=C1C=CN(C1=CC2)C(=O)OC(C)(C)C